(S)-2-(2-cyano-3-fluoro-5-isopropylphenyl)-2-((R)-3-(methyl-(5-(5,6,7,8-tetrahydro-1,8-naphthyridin-2-yl)pentyl)amino)pyrrolidin-1-yl)acetic acid C(#N)C1=C(C=C(C=C1F)C(C)C)[C@@H](C(=O)O)N1C[C@@H](CC1)N(CCCCCC1=NC=2NCCCC2C=C1)C